(S)-Methyl 2-(((6-bromopyridin-3-yl)methyl)amino)-3-methylbutanoate BrC1=CC=C(C=N1)CN[C@H](C(=O)OC)C(C)C